tert-Butyl 4-{4-[2-ethynyl-4-methyl-5-({2-[6-(2,2,2-trifluoroethyl)quinazolin-4-yl]-2,7-diazaspiro[3.5]non-7-yl}methyl)-1H-indol-1-yl]butyl}piperazine-1-carboxylate C(#C)C=1N(C2=CC=C(C(=C2C1)C)CN1CCC2(CN(C2)C2=NC=NC3=CC=C(C=C23)CC(F)(F)F)CC1)CCCCN1CCN(CC1)C(=O)OC(C)(C)C